FC=1C(=NC=CC1)C=1C(=NC(=CC1)C)C(=O)N1[C@@H]2[C@@H](C[C@H](C1)CC2)NC2=NC=C(C=C2)C(F)(F)F (3-fluoro-6'-methyl-[2,3'-bipyridine]-2'-yl)((1S,4R,6R)-6-((5-(trifluoromethyl)pyridin-2-yl)amino)-2-azabicyclo[2.2.2]oct-2-yl)methanone